ONC(CCCN(CCNC(=O)C=1C2=CC=CC=C2C=C2C=CC=CC12)C)=O N-(2-((4-(Hydroxyamino)-4-oxobutyl)(methyl)amino)ethyl)anthracene-9-carboxamide